1,1'-(3,3'-ditrifluoromethyl[1,1'-biphenyl]-4,4'-diyl)bis{4-amino-3-[(E)-diazenyl]naphthalene-1-carboxylic acid} FC(C=1C=C(C=CC1C1(CC(=C(C2=CC=CC=C12)N)\N=N\[H])C(=O)O)C1=CC(=C(C=C1)C1(CC(=C(C2=CC=CC=C12)N)\N=N\[H])C(=O)O)C(F)(F)F)(F)F